2-(1-(3,3-dimethylcyclohexyl)-ethoxy)-2-methylpropyl cyclopropane-carboxylate C1(CC1)C(=O)OCC(C)(C)OC(C)C1CC(CCC1)(C)C